C1(CC1)C1=CC(=NO1)C1=NN(C2=C1C(=NC=C2)N)C(C)C 3-(5-Cyclopropylisoxazol-3-yl)-1-isopropyl-1H-pyrazolo[4,3-c]pyridin-4-amine